2-chloro-4-{8-oxatricyclo[7.4.0.02,7]trideca-1(13),2(7),3,5,9,11-hexaene-5-yl}-6-phenyl-1,3,5-triazine ClC1=NC(=NC(=N1)C=1C=CC=2C3=CC=CC=C3OC2C1)C1=CC=CC=C1